NC=1C2=C(C(NN1)=O)N(C=C2C2=CC=C(CNC(C1=C(C=CC(=C1)F)OC)=O)C=C2)C2CCCCC2 N-(4-(4-amino-1-cyclohexyl-7-oxo-6,7-dihydro-1H-pyrrolo[2,3-d]pyridazin-3-yl)benzyl)-5-fluoro-2-methoxybenzamide